N(C(=N)N)CCC[C@@H]1N(C[C@@H](NC[C@@H](N(C[C@@H](N(C1)CC(=O)O)CCCNC(=N)N)CC(=O)O)CCCNC(=N)N)CCCNC(=N)N)CC(=O)O 2,2',2''-((2S,5S,8S,11S)-2,5,8,11-tetrakis(3-guanidinopropyl)-1,4,7,10-tetraazacyclododecane-1,4,7-triyl)triacetic acid